C1(=CC=CC=C1)C1=CC=C(O1)C=O 5-phenyl-furan-2-carbaldehyde